8-(4-hydroxyphenyl)tetracyclo[4.4.0.12,5.17,10]Dodeca-3-ene OC1=CC=C(C=C1)C1C2C3C4C=CC(C3C(C1)C2)C4